FC(CN1CC2(C1)CC(C2)NC=2C=1N(C=CC2)C(=C(N1)C#CCNC1=C(C=C(C(=O)NC)C=C1)OC)SC(F)(F)F)F 4-((3-(8-((2-(2,2-difluoroethyl)-2-azaspiro[3.3]heptan-6-yl)amino)-3-((trifluoromethyl)thio)imidazo[1,2-a]pyridin-2-yl)prop-2-yn-1-yl)amino)-3-methoxy-N-methylbenzamide